Methanol hydrochloride Cl.CO